2-Chloro-5-fluorobenzimidazole ClC=1NC2=C(N1)C=CC(=C2)F